N-{[6-({[(3,3-difluorocyclobutyl)methyl]amino}methyl)imidazo[1,2-a]pyridin-2-yl]methyl}-4-oxo-4H-pyrido[1,2-a]pyrimidine-2-carboxamide FC1(CC(C1)CNCC=1C=CC=2N(C1)C=C(N2)CNC(=O)C=2N=C1N(C(C2)=O)C=CC=C1)F